[1-(3-chloro-5-fluoropyridin-2-yl)ethyl]-3-(5-methyl-1,3-thiazol-2-yl)-5-(tetrahydro-2H-pyran-4-yloxy)benzamide ClC=1C(=NC=C(C1)F)C(C)C1=C(C(=O)N)C=C(C=C1C=1SC(=CN1)C)OC1CCOCC1